CS(=O)(C)=NC1CCC(CC1)NC=1N=CC2=C(N1)N(C(C(=C2)C)=O)[C@H]2[C@](CCC2)(C)O 2-((4-((dimethyl(oxo)-λ6-sulfanylidene)amino)cyclohexyl)amino)-8-((1R,2R)-2-hydroxy-2-methyl-cyclopentyl)-6-methylpyrido[2,3-d]pyrimidin-7(8H)-one